5-fluoro-8-hydroxy-1-methyl-3,4-dihydroisoquinoline-2(1H)-carboxylic acid tert-butyl ester C(C)(C)(C)OC(=O)N1C(C2=C(C=CC(=C2CC1)F)O)C